C(C1=CC=CO1)(=O)O.C(CCCCCCC\C=C/CCCCCCCC)(=O)NC(CCCCCCCCC(=O)NC(CCCCCCC\C=C/CCCCCCCC)=O)=O N,N'-dioleoyl-decanediamide furfurate